6H-cyclopenta[4,5]furo[3,2-c]pyridine-3-carbonitrile C1=NC(=CC2=C1C1=C(O2)CC=C1)C#N